C(C)(C)(C)N(C(O)=O)C1CC(NC2=C(C1)C=C(C=C2)Cl)=O.CN(C)CC2=CC=C(C=C2)CN(C)C 2,5-bis(dimethylaminomethyl)benzene tert-butyl-(7-chloro-2-oxo-2,3,4,5-tetrahydro-1H-1-benzazepin-4-yl)carbamate